ethyl (2-cyano-2-(2-(3,5-dichloro-4-((1-oxo-2-(pyridin-3-yl)-1,2,3,4-tetrahydroisoquinolin-6-yl)oxy)phenyl)hydrazono)acetyl)carbamate C(#N)C(C(=O)NC(OCC)=O)=NNC1=CC(=C(C(=C1)Cl)OC=1C=C2CCN(C(C2=CC1)=O)C=1C=NC=CC1)Cl